methyl-xanthic acid COC(=S)S